1,3-diphenyl-5-(9-phenanthryl)-2-pyrazoline C1(=CC=CC=C1)N1N=C(CC1C=1C2=CC=CC=C2C=2C=CC=CC2C1)C1=CC=CC=C1